N-[3-(chloromethyl)-2,6-dimethylphenyl]-4-(2,5-dichlorophenyl)pyrimidine ClCC=1C(=C(C(=CC1)C)N1CN=C(C=C1)C1=C(C=CC(=C1)Cl)Cl)C